1-((3-(8-Cyanoindolizin-5-yl)pyridin-4-yl)thio)-3-hydroxy-3-methylcyclobutan C(#N)C1=CC=C(N2C=CC=C12)C=1C=NC=CC1SC1CC(C1)(C)O